(E)-3-(2-((4-(2-(4-chloro-2-fluorophenyl)-2-methylbenzo[d][1,3]dioxol-4-yl)piperidin-1-yl)methyl)-1-methyl-1H-imidazol-5-yl)acrylic acid ClC1=CC(=C(C=C1)C1(OC2=C(O1)C=CC=C2C2CCN(CC2)CC=2N(C(=CN2)/C=C/C(=O)O)C)C)F